4-(3-((2-((2-cyclopropyl-4-((1R,4R)-5-methyl-2,5-diazabicyclo[2.2.1]heptan-2-yl)phenyl)amino)-5-(trifluoromethyl)pyrimidin-4-yl)amino)propyl)-1,4-oxazepan-5-one C1(CC1)C1=C(C=CC(=C1)N1[C@H]2CN([C@@H](C1)C2)C)NC2=NC=C(C(=N2)NCCCN2CCOCCC2=O)C(F)(F)F